4-[3-(3-methyl-1H-pyrazol-5-yl)-5-[(3R)-3-methylmorpholin-4-yl]-[1,2]thiazolo[4,5-b]pyridin-7-yl]oxan-4-ol CC1=NNC(=C1)C1=NSC=2C1=NC(=CC2C2(CCOCC2)O)N2[C@@H](COCC2)C